1-ethyl-6,8-difluoro-7-(3-methyl-4-acetylpiperazin-1-yl)-3-(4-methoxycinnamoyl)-quinolin-4(1H)-one C(C)N1C=C(C(C2=CC(=C(C(=C12)F)N1CC(N(CC1)C(C)=O)C)F)=O)C(C=CC1=CC=C(C=C1)OC)=O